COC1=NC=C(C2=C1N=C(S2)NC(=O)C=2C=NOC2)N2CCOCC2 Isoxazole-4-carboxylic acid (4-methoxy-7-morpholin-4-yl-thiazolo[4,5-c]pyridin-2-yl)-amide